4-ethyl-4-methylmorpholinium methyl-carbonate COC([O-])=O.C(C)[N+]1(CCOCC1)C